pentamethyl-propylene CC(C(=C(C)C)C)C